P(=O)(OC(C(F)(F)F)C(F)(F)F)(OC(C(F)(F)F)C(F)(F)F)O[Si](C)(C)C bis(1,1,1,3,3,3-hexafluoro-2-propyl) trimethylsilyl phosphate